C(C)OC(=O)C1=CC=C(O)C=C1.[Na] Sodium Ethylparaben